(E)-4-((4-fluorophenyl)amino)but-2-en-1-ol FC1=CC=C(C=C1)NC/C=C/CO